3,6-dihydro-2H-azepine N=1CCC=CCC1